1-(((3S)-1-((6-hydroxy-6-(trifluoromethyl)-2-azaspiro[3.3]hept-2-yl)sulfonyl)-3-piperidinyl)carbonyl)-N-(4-(trifluoromethyl)benzyl)-D-prolinamide OC1(CC2(CN(C2)S(=O)(=O)N2C[C@H](CCC2)C(=O)N2[C@H](CCC2)C(=O)NCC2=CC=C(C=C2)C(F)(F)F)C1)C(F)(F)F